2-allylmethyl-aminoethane sodium [Na].C(C=C)CCCN